2-(6-{[(1S,3r,5R)-1,5-dimethyl-8-azabicyclo[3.2.1]octan-3-yl]oxy}pyridazin-3-yl)-5-(2H-1,2,3-triazol-2-yl)pyridin-3-ol C[C@@]12CC(C[C@@](CC1)(N2)C)OC2=CC=C(N=N2)C2=NC=C(C=C2O)N2N=CC=N2